C(CCC)C1=CC=C(C=C1)C1=CC=C(C=C1)C#CC1=CC(=C(C(=C1)F)C#C)F 4-Butyl-4'-[2-(4-ethynyl-3,5-difluorophenyl)ethynyl]-1,1'-biphenyl